COC=1C(=CC=2C3=C(C=NC2C1)N(C(N3C=3N=C(SC3)C)=O)C)C=3C=NNC3 7-Methoxy-3-methyl-1-(2-methylthiazol-4-yl)-8-(1H-pyrazol-4-yl)-1,3-dihydroimidazo[4,5-c]quinolin-2-one